C(CC(C)C)NC(=O)N1C=NC2=C1C=CC=C2N2CCN(CC2)C2CN(C2)C N-iso-Pentyl-4-(4-(1-methylazetidin-3-yl)-piperazin-1-yl)-1H-benzo[d]imidazole-1-carboxamide